(1,3-dimethylbutyl)-phenyl-p-phenylenediamine CC(CC(C)C)N(C1=CC=C(C=C1)N)C1=CC=CC=C1